FC=1C(=NC=C(C1)N1CC(C1)C(F)(F)F)C=1C=C(SC1C)C(=O)[O-] 4-(3-fluoro-5-(3-(trifluoromethyl)azetidin-1-yl)pyridin-2-yl)-5-methylthiophene-2-carboxylate